FC(COC(C(=O)N(CC1=NC=CC=C1)CC1=C(C=CC=C1)Cl)=O)(F)F.ClC1=C(C=CC=C1)CN(C(C(N)=O)=O)CC1=NC=CC=C1 N'-[(2-chlorophenyl)methyl]-N'-(2-pyridylmethyl)oxamide 2,2,2-trifluoroethyl-2-[(2-chlorophenyl)methyl-(2-pyridylmethyl)amino]-2-oxo-acetate